N-((1,2,3,5,6,7-Hexahydro-s-indacen-4-yl)carbamoyl)-1-((tetrahydrofuran-2-yl)methyl)azetidine-3-sulfonamide, potassium salt [K].C1CCC2=C(C=3CCCC3C=C12)NC(=O)NS(=O)(=O)C1CN(C1)CC1OCCC1